4-((R)-1-cyclopropylethylamino)-2-((S)-tetrahydro-2H-pyran-3-ylamino)pyrimidine-5-carboxamide C1(CC1)[C@@H](C)NC1=NC(=NC=C1C(=O)N)N[C@@H]1COCCC1